(2,5-dibromophenyl)selane BrC1=C(C=C(C=C1)Br)[SeH]